hexa-aminocyclotriphosphazene NP1(=NP(=NP(=N1)(N)N)(N)N)N